tert-Butyl 3-chloro-4-(trifluoromethoxy)benzyl(3-oxo-3-((3-oxopropyl)amino)propyl)carbamate ClC=1C=C(CN(C(OC(C)(C)C)=O)CCC(NCCC=O)=O)C=CC1OC(F)(F)F